(1S,1'S)-(-)-(2,7-di-tert-butyl-9,9-dimethyl-9H-xanthen-4,5-diyl)bis((2-naphthyl)(phenyl)phosphine) C(C)(C)(C)C1=CC=2C(C3=CC(=CC(=C3OC2C(=C1)P(C1=CC=CC=C1)C1=CC2=CC=CC=C2C=C1)P(C1=CC=CC=C1)C1=CC2=CC=CC=C2C=C1)C(C)(C)C)(C)C